2-[6-amino-1-(methylamino)-2,7-naphthyridin-4-yl]-1,3-benzoxazol-5-ol NC=1C=C2C(=CN=C(C2=CN1)NC)C=1OC2=C(N1)C=C(C=C2)O